C[C@@H]1N(CCC1)CC1=CC2=NC=C(C=C2N1COCC[Si](C)(C)C)N=C(C1=CC=CC=C1)C1=CC=CC=C1 N-[2-[[(2S)-2-Methylpyrrolidin-1-yl]methyl]-1-(2-trimethylsilylethoxymethyl)pyrrolo[3,2-b]pyridin-6-yl]-1,1-diphenylmethanimine